1-(1-(5-(2,6-DIOXOPIPERIDIN-3-YL)PYRIDIN-2-YL)PIPERIDINE-4-CARBONYL)-4-METHYLPIPERIDINE-4-CARBOXYLIC ACID O=C1NC(CCC1C=1C=CC(=NC1)N1CCC(CC1)C(=O)N1CCC(CC1)(C(=O)O)C)=O